ClC=1C=C2C=CN(C2=C(C1)C1=C2C(=NC=C1)C=C(S2)CN2C(CCCC2=O)=O)CC2(CCNCC2)C#N 4-((5-Chloro-7-(2-((2,6-dioxopiperidin-1-yl)methyl)thieno[3,2-b]pyridin-7-yl)-1H-Indol-1-yl)methyl)piperidine-4-carbonitrile